ClC=1C=C(NC2(CCC3(C(=C(C4=CC=CC=C34)CC)C)CC2)C(=O)O)C=CC1 (1r,4r)-4-(3-Chloroanilino)-3'-ethyl-2'-methyl-spiro[cyclohexane-1,1'-indene]-4-carboxylic acid